4-(6-bromo-2-pyridinyl)morpholin-3-one BrC1=CC=CC(=N1)N1C(COCC1)=O